(E)-3-(2,3-bis(tert-butoxycarbonyl)guanidino)propionic acid C(C)(C)(C)OC(=O)/N=C(\NCCC(=O)O)/NC(=O)OC(C)(C)C